2-ethylheptanylacetate C(C)C(CCC(=O)[O-])CCCCC